[As].[K] potassium-arsenic